C(=O)O.N1CC(C1)N1CCC2(C3=CC(=CC(=C13)C1=C3C(=NC=C1)C=C(S3)CN3C(CCC3=O)=O)Cl)CC2 1-((7-(1'-(azetidin-3-yl)-6'-chloro-2',3'-dihydro-1'H-spiro[cyclopropane-1,4'-quinolin]-8'-yl)thieno[3,2-b]pyridin-2-yl)methyl)pyrrolidine-2,5-dione, formic acid salt